C(C)C(N(C1=CC=CC=C1)C)C(=O)OCC Ethyl-methyl-phenyl-glycine, ethyl ester